C(C)(=O)NC1=CC=C(C=C1)C(CCC(=O)O)=O 4-(4-acetamidophenyl)-4-oxobutanoic acid